1-(4,6-dimethoxy-1,3,5-triazin-2-yl)-8-methyl-1,2,3,4-tetrahydroquinoline COC1=NC(=NC(=N1)OC)N1CCCC2=CC=CC(=C12)C